5-(4-chloro-2-fluorophenyl)-7-((2R)-2-(1,5-dimethyl-1H-pyrazol-4-yl)-4-morpholinyl)-2,3-dimethylpyrido[4,3-d]pyrimidin-4(3H)-one ClC1=CC(=C(C=C1)C1=NC(=CC=2N=C(N(C(C21)=O)C)C)N2C[C@H](OCC2)C=2C=NN(C2C)C)F